(S)-2-((1-(2-(bis(4-isopropylphenyl)methyl)-2-methylhydrazineyl)-1-oxopropan-2-yl)carbamoyl)-4-methoxypyridin-3-yl acetate C(C)(=O)OC=1C(=NC=CC1OC)C(N[C@H](C(=O)NN(C)C(C1=CC=C(C=C1)C(C)C)C1=CC=C(C=C1)C(C)C)C)=O